C(C1=CC=CC=C1)C(CC1=CC=CC2=CC=C(C=C12)OC)N benzyl-2-(7-methoxynaphthalen-1-yl)ethan-1-amine